C(C1=CC=CC=C1)OC(=O)N[C@H]1CNCCC1 (R)-3-(benzyloxycarbonylamino)piperidine